4-amino-N-(2-chloro-4-fluorobenzyl)-N-methylimidazo[1,5-a]quinoxaline-8-carboxamide NC=1C=2N(C3=CC(=CC=C3N1)C(=O)N(C)CC1=C(C=C(C=C1)F)Cl)C=NC2